FC1=CC(=CC=2C3=C(NC12)C=CN=C3)F 6,8-difluoro-5H-pyrido[4,3-b]indole